CC=1C=C(C=NC1)C1=NC(=C2N=CN(C2=N1)[C@H]1[C@@H]([C@@H]([C@H](O1)C(=O)NC)O)O)NCC1=NC=CC=C1 (2S,3S,4R,5R)-5-(2-(5-methylpyridin-3-yl)-6-((pyridin-2-ylmethyl)amino)-9H-purin-9-yl)-3,4-dihydroxyl-N-methyltetrahydrofuran-2-formamide